P(=O)(O)(O)O.C(CCCCCCCCCCCCCCCCC)C(C(C(O)(CCCCCCCCCCCCCCCCCC)CCCCCCCCCCCCCCCCCC)(CO)CO)O tristearyl-pentaerythritol phosphate